N-{2-methyl-5-[(4-methylbenzoyl)amino]phenyl}-1H-imidazole-4-carboxamide CC1=C(C=C(C=C1)NC(C1=CC=C(C=C1)C)=O)NC(=O)C=1N=CNC1